Pyrido[2,3-b][1,4]Oxaazepane N1C2=C(OCCC1)N=CC=C2